(Z)-2-((1R,5R)-5-(3-Methoxyphenyl)-2-azabicyclo[3.3.1]nonan-9-ylidene)acetonitrile COC=1C=C(C=CC1)[C@]1/2CCN[C@H](CCC1)\C2=C/C#N